C(C1=CC=CC=C1)(=O)C1=CC2=C(NC(=N2)N(C(OC)=O)CC=2OC(OC2C)=O)C=C1 Methyl (5-benzoyl-1H-benzo[d]imidazol-2-yl)((5-methyl-2-oxo-1,3-dioxol-4-yl)methyl)carbamate